(5-(difluoromethyl)-4-methyl-4H-1,2,4-triazol-3-yl)methanol FC(C=1N(C(=NN1)CO)C)F